4-amino-2-[(4-methoxyphenyl)methyl]-2,3-dihydro-1H-isoindol-1-one NC1=C2CN(C(C2=CC=C1)=O)CC1=CC=C(C=C1)OC